C1(=CC(=CC=C1)C1=NN=NN1)C 5-(m-tolyl)-1H-tetrazole